C(C#C)NC1CCCC2=C(C=CC=C12)OCC1=CC=C(C=C1)C(F)(F)F N-(prop-2-yn-1-yl)-5-((4-(trifluoromethyl)benzyl)oxy)-1,2,3,4-tetrahydronaphthalen-1-amine